N#CN.[Na] Monosodium cyanamide